(3S)-7-((S)-4-acryloyl-2-methylpiperazin-1-yl)-9-chloro-10-(5-fluoroquinolin-8-yl)-3-(methoxymethyl)-2,3-dihydro-5H-[1,4]thiazino[2,3,4-ij]quinazolin-5-one C(C=C)(=O)N1C[C@@H](N(CC1)C1=NC(N2C3=C(C(=C(C=C13)Cl)C=1C=CC(=C3C=CC=NC13)F)SC[C@@H]2COC)=O)C